[7-(4-methyl-6-propanoylpyridin-3-yl)-2,6-naphthyridin-3-yl]acetamide CC1=C(C=NC(=C1)C(CC)=O)C1=NC=C2C=C(N=CC2=C1)CC(=O)N